FC=1C=C(CN2C3=C(C(=C(CC2=O)C(=O)OC)O)C=CC(=C3)C(F)(F)F)C=CC1C Methyl 1-(3-fluoro-4-methylbenzyl)-5-hydroxy-2-oxo-8-(trifluoromethyl)-2,3-dihydro-1H-benzo[b]azepine-4-carboxylate